Methyl 4-(((1-ethyl-1H-imidazol-5-yl)methyl)amino)-5-nitrothiophene-2-carboxylate C(C)N1C=NC=C1CNC=1C=C(SC1[N+](=O)[O-])C(=O)OC